BrC1=CC2=CC=C(C=C2C=C1)OCOC 2-bromo-6-(methoxymethoxy)naphthalene